4,9-dioxo-N-(2-phenylprop-2-yl)-4,9-dihydrothiazolo[5,4-g]isoquinoline-2-carboxamide O=C1C2=C(C(C=3C=CN=CC13)=O)SC(=N2)C(=O)NC(C)(C)C2=CC=CC=C2